B(N=C=O)(N=C=O)N=C=O boric acid, isocyanate